2-ethyl-9,10-bis(n-pentyloxycarbonyloxy)anthracene C(C)C1=CC2=C(C3=CC=CC=C3C(=C2C=C1)OC(=O)OCCCCC)OC(=O)OCCCCC